(2S,3S,4R,5R)-5-(6-amino-9H-purin-9-yl)-3,4-dihydroxy-N-(2-(1-((6-((hydroxyimino)-methyl)pyridin-2-yl)methyl)-1H-1,2,3-triazol-4-yl)ethyl)tetrahydrofuran-2-carboxamide, hydrochloride Cl.NC1=C2N=CN(C2=NC=N1)[C@H]1[C@@H]([C@@H]([C@H](O1)C(=O)NCCC=1N=NN(C1)CC1=NC(=CC=C1)C=NO)O)O